C1(=CC=CC=C1)C1CC2(CN(C2)C(=O)OCCCC)CC1 butyl 6-phenyl-2-azaspiro[3.4]octane-2-carboxylate